4-(3-(tert-butyl)phenyl)-1H-indazol-3-amine C(C)(C)(C)C=1C=C(C=CC1)C1=C2C(=NNC2=CC=C1)N